(R)-1-(4-fluoro-2-methylphenyl)ethan-1-amine hydrochloride Cl.FC1=CC(=C(C=C1)[C@@H](C)N)C